COC1=C(C=C(C=C1)NC1=NC=CC(=N1)NCC1CCN(CC1)CC(F)(F)F)OCCCN1CCCC1 N2-(4-methoxy-3-(3-(pyrrolidin-1-yl)propoxy)phenyl)-N4-((1-(2,2,2-trifluoroethyl)piperidin-4-yl)methyl)pyrimidine-2,4-diamine